1-((4-((3r,5r,7r)-adamantan-1-yl)phenyl)sulfonyl)-N-hydroxypyrrolidine-2-carboxamide C12(CC3CC(CC(C1)C3)C2)C2=CC=C(C=C2)S(=O)(=O)N2C(CCC2)C(=O)NO